3-Tert-Butyl-5-Chloro-N-(2-Fluoro-5-Trifluoromethyl-Phenyl)-2-Hydroxy-6-Methyl-Benzamide C(C)(C)(C)C=1C(=C(C(=O)NC2=C(C=CC(=C2)C(F)(F)F)F)C(=C(C1)Cl)C)O